COC(=O)C=1C=C(OC[C@H]2N(CC2)C(=O)OC(C)(C)C)C=CC1C (S)-tert-butyl 2-((3-(methoxycarbonyl)-4-methylphenoxy)methyl)azetidine-1-carboxylate